C1(CC1)C1=NC=NC(=C1C1=NC=C2NC(N(C2=N1)CC1=CC=C(C=C1)N1N=C(C=C1C1COC1)C(F)(F)F)=O)OC 2-(4-Cyclopropyl-6-methoxypyrimidin-5-yl)-9-([4-[5-(oxetan-3-yl)-3-(trifluoromethyl)pyrazol-1-yl]phenyl]methyl)-7H-purin-8-one